2,2'-azobis{[1-(2-hydroxyethyl)-2-imidazolin-2-yl]propane} dihydrochloride Cl.Cl.N(=NC(CC=1N(CCN1)CCO)C)C(CC=1N(CCN1)CCO)C